C(C=C)(=O)N1[C@H](CN(C[C@H]1C)C1=C(C(N(C2=NC(=C(C=C12)Cl)C1=C(C=CC=C1)F)C=1C(=NC=CC1C)C(C)C)=O)C#N)C 4-((3s,5r)-4-propenoyl-3,5-dimethylpiperazin-1-yl)-6-chloro-7-(2-fluorophenyl)-1-(2-isopropyl-4-methylpyridin-3-yl)-2-oxo-1,2-dihydro-1,8-naphthyridine-3-carbonitrile